NC1=C2N=CN(C2=NC=N1)C[C@@H](C)OC[P@@](=O)(NC(C(OCCCCC)=O)(C)C)N[C@@H](CC(=O)OC(C)C)C(C)C isopropyl (3S)-3-(((S)-((((R)-1-(6-amino-9H-purin-9-yl)propan-2-yl)oxy)methyl)((2-methyl-1-oxo-1-(pentyloxy)propan-2-yl)amino)phosphoryl)amino)-4-methylpentanoate